2,7-di-tert-butyl-fluorene C(C)(C)(C)C1=CC=2CC3=CC(=CC=C3C2C=C1)C(C)(C)C